(S)-(4-(4,7-difluorobenzo[d]oxazol-2-yl)-6,7-dihydro-1H-imidazo[4,5-c]pyridin-5(4H)-yl)(4-(difluoromethyl)-2-(2-hydroxypropan-2-yl)oxazol-5-yl)methanone FC1=CC=C(C2=C1N=C(O2)[C@H]2N(CCC1=C2N=CN1)C(=O)C1=C(N=C(O1)C(C)(C)O)C(F)F)F